6-(5-Fluoropyrrolo[2,3-b]pyridin-1-yl)-N-[4-(hydroxymethyl)cyclohexyl]-4-(isopropylamino)pyridine-3-carboxamide tert-butyl-2-(4-hydroxy-1-indolin-4-yl-4-piperidyl)acetate C(C)(C)(C)OC(CC1(CCN(CC1)C1=C2CCNC2=CC=C1)O)=O.FC=1C=C2C(=NC1)N(C=C2)C2=CC(=C(C=N2)C(=O)NC2CCC(CC2)CO)NC(C)C